5-isobutyl-5H-pyrido[3'',4'':4',5']pyrrolo[3',2':4,5]imidazo[1,2-c]pyrimidine C(C(C)C)N1C2=C(C=3N=C4N(C=NC=C4)C31)C=NC=C2